FC(OC1=CC2=C(N=C(O2)C=2C(=C(C=CC2)C2=C(C(=CC=C2)C=2OC3=C(N2)COCC3)C)C)C=C1CN1[C@@H](CCC1)C(=O)O)F ((6-(difluoromethoxy)-2-(3'-(6,7-dihydro-4H-pyrano[3,4-d]oxazol-2-yl)-2,2'-dimethyl-[1,1'-biphenyl]-3-yl)benzo[d]oxazol-5-yl)methyl)proline